CC([C@@H](C(N1[C@@H](CCCCC1)C(=O)N1C[C@@H](CC1)C1=CC=CC=C1)=O)NC(=O)C1=CC2=C(S1)C=CC(=C2)C(F)(F)P(O)(O)=O)(C)C ((2-(((S)-3,3-dimethyl-1-oxo-1-((S)-2-((S)-3-phenylpyrrolidine-1-carbonyl)azepan-1-yl)butan-2-yl)carbamoyl)benzo[b]thiophen-5-yl)difluoromethyl)phosphonic acid